NC1=C2C(=NC=N1)N(N=C2C)C(C)C2=C(C(=C(C#N)C(=C2)Cl)C2CN(C2)C(=O)C2CC2)OC 4-[1-(4-amino-3-methyl-1H-pyrazolo[3,4-d]pyrimidin-1-yl)ethyl]-6-chloro-2-[1-(cyclopropylcarbonyl)azetidin-3-yl]-3-methoxybenzonitrile